C(C1=CC=CC=C1)OC(=O)N[C@@]1(CN(CC=CC1)C(=O)OC(C)(C)C)C tert-butyl (3S)-3-(benzyloxycarbonylamino)-3-methyl-4,7-dihydro-2H-azepine-1-carboxylate